tert-butyl 2-(6-(2-chloro-3,5-dimethoxyphenyl)-2-(methylsulfonyl)-7-oxopyrido[2,3-d]pyrimidin-8(7H)-yl)-7-azaspiro[3.5]nonane-7-carboxylate ClC1=C(C=C(C=C1OC)OC)C1=CC2=C(N=C(N=C2)S(=O)(=O)C)N(C1=O)C1CC2(C1)CCN(CC2)C(=O)OC(C)(C)C